(E)-N-(4-(1-(4-(4-(5-((2-(2,6-dioxopiperidin-3-yl)-1,3-diOxoisoindoline-4-yl)amino)pentanoyl)piperazin-1-yl)benzoyl)piperidin-4-yl)butyl)-3-(pyridin-3-yl)acrylamide O=C1NC(CCC1N1C(C2=CC=CC(=C2C1=O)NCCCCC(=O)N1CCN(CC1)C1=CC=C(C(=O)N2CCC(CC2)CCCCNC(\C=C\C=2C=NC=CC2)=O)C=C1)=O)=O